4-(isopropylamino)-9H-pyrido[2,3-b]indole-3-carboxamide C(C)(C)NC1=C(C=NC=2NC3=CC=CC=C3C21)C(=O)N